cadmium dysprosium [Dy].[Cd]